ethoxyethoxyl acrylate C(C=C)(=O)OOCCOCC